N-((S)-1-((1r,4S)-4-methylcyclohexyl)-2-oxo-2-((4-(((S)-2-oxo-4-(trifluoromethyl)imidazolidin-1-yl)methyl)pyridin-2-yl)amino)ethyl)-1H-pyrazole-5-carboxamide CC1CCC(CC1)[C@@H](C(NC1=NC=CC(=C1)CN1C(N[C@@H](C1)C(F)(F)F)=O)=O)NC(=O)C1=CC=NN1